o-ethoxycarbonyl-benzenesulfonyl isocyanate C(C)OC(=O)C1=C(C=CC=C1)S(=O)(=O)N=C=O